C(C)(C)(C)OC(N[C@H]1CO[C@@H](C[C@@H]1O)C(=O)N1[C@H](C2=CC=CC=C2CC1)C1=CC=C(C=C1)F)=O ((3S,4S,6S)-6-((S)-1-(4-fluorophenyl)-1,2,3,4-tetrahydroisoquinoline-2-carbonyl)-4-hydroxytetrahydro-2H-pyran-3-yl)carbamic acid tert-butyl ester